C(C)(C)(C)C=1C(=CC(=C(NCC=2SC=C(N2)C(=O)NC2CN(C2)C(=O)OC(C)(C)C)C1)O)Cl tert-Butyl 3-((2-((5-(tert-butyl)-4-chloro-2-hydroxyanilino)methyl)thiazole-4-carbonyl)amino)azetidine-1-carboxylate